CC1(OB(OC1(C)C)C=1C(=NC=CC1)C1=CC=CC=C1)C 3-(4,4,5,5-Tetramethyl-1,3,2-dioxaborolan-2-yl)-2-phenylpyridine